(R)-N1-(6-(3-(3,5-difluorophenyl)isoxazolidin-2-yl)pyrimidin-4-yl)-N4-(2-(dimethylamino)ethyl)-N4-methylbenzene-1,4-diamine FC=1C=C(C=C(C1)F)[C@@H]1N(OCC1)C1=CC(=NC=N1)NC1=CC=C(C=C1)N(C)CCN(C)C